Dibutyl-diphenyl-tin (IV) C(CCC)[Sn](C1=CC=CC=C1)(C1=CC=CC=C1)CCCC